perfluoroundecyl-carboxylic acid FC(C(C(C(C(C(C(C(C(C(C(F)(F)F)(F)F)(F)F)(F)F)(F)F)(F)F)(F)F)(F)F)(F)F)(F)F)(C(=O)O)F